1-bromo-4-[(trifluoromethyl)sulfonyl]benzene BrC1=CC=C(C=C1)S(=O)(=O)C(F)(F)F